C(CCCCCCCCCCC)NCCN1CCN(CC1)C(=O)OC(C)(C)C tert-Butyl 4-(2-(dodecylamino)ethyl)piperazine-1-carboxylate